FC1(CCC[C@H]2N(C(N[C@H]21)=O)C2=NC=1N(C=C2)N=CC1C(=O)OCC)F ethyl 5-[(3aR,7aR)-4,4-difluoro-2-oxo-3,3a,5,6,7,7a-hexahydrobenzimidazol-1-yl]pyrazolo[1,5-a]pyrimidine-3-carboxylate